N-(t-butoxycarbonyl)-L-isoleucine C(C)(C)(C)OC(=O)N[C@@H]([C@@H](C)CC)C(=O)O